di-heptyl trans-4-cyclohexene-1,2-dicarboxylate [C@@H]1([C@@H](CC=CC1)C(=O)OCCCCCCC)C(=O)OCCCCCCC